[Pb]=O Lead-Oxide